OCC(CO)(CO)NCC(CS(=O)(=O)O)O 3-{[1,3-Di-hydroxy-2-(hydroxymethyl)-2-propanyl]amino}-2-hydroxy-1-propanesulfonic acid